NC1=NC=2C=NC(=CC2C2=C1C=NN2C)C(=O)N(C=2C=NN(C2)C)CC2=NC=C(C=C2)C#C 4-amino-N-((5-ethynylpyridin-2-yl)methyl)-1-methyl-N-(1-methyl-1H-pyrazol-4-yl)-1H-pyrazolo[4,3-c][1,7]naphthyridine-8-carboxamide